3-amino-4-(5-chloro-3-methyl-7-{[(thiophen-2-yl)methyl]amino}thieno[3,2-b]pyridin-2-yl)butanenitrile NC(CC#N)CC1=C(C2=NC(=CC(=C2S1)NCC=1SC=CC1)Cl)C